2-cyclohexyl-1,4-bis(4-Hydroxyphenyl)benzene C1(CCCCC1)C1=C(C=CC(=C1)C1=CC=C(C=C1)O)C1=CC=C(C=C1)O